ClC1=C2C=CC=C(C2=CC=C1)S(=O)(=O)NCCNC(OC(C)(C)C)=O tert-butyl N-[2-(5-chloronaphthalene-1-sulfonamido)ethyl]carbamate